bis-(2-amino-2-carboxyethyl) trisulfide NC(CSSSCC(C(=O)O)N)C(=O)O